CC=1C=C(OCCOC2=CC(=CC=C2)C)C=CC1 1,2-Di(m-methylphenoxy)ethan